tert-butyl (2-(3-formyl-5-methoxyphenoxy)ethyl)(methyl)carbamate C(=O)C=1C=C(OCCN(C(OC(C)(C)C)=O)C)C=C(C1)OC